lithium phosphorus (oxy)sulfide O=S.[P].[Li]